COC1=C(CNC2=C3N=CN(C3=NC=N2)[C@H]2[C@@H](O)[C@H](O)[C@H](O2)CO)C=C(C(=C1)OC)OC 6-(2,4,5-Trimethoxybenzylamino)-9-β-D-arabinofuranosylpurin